C1CC12CN(CC2)C2=NC=CC(=N2)NC2=CC1=C(C=N2)N(C(N1[C@H]1C[C@@H](CC1)NC(OC)=O)=O)C Methyl ((1R,3R)-3-(6-((2-(5-azaspiro[2.4]heptan-5-yl)pyrimidin-4-yl)amino)-3-methyl-2-oxo-2,3-dihydro-1H-imidazo[4,5-c]pyridin-1-yl)cyclopentyl)carbamate